C(C)(=O)OOC1=NC=CC(=C1SC1=C(C=C(C(=C1)N1C(N(C(=CC1=O)C(F)(F)F)C)=O)F)Cl)CCOC 2-methoxyethyl-{[3-({2-chloro-4-fluoro-5-[3-methyl-2,6-dioxo-4-(trifluoromethyl)-3,6-dihydropyrimidine-1(2H)-yl] phenyl} sulfanyl) pyridin-2-yl] oxy} acetate